2-methoxy-5-methyl-4-(2-methylprop-1-Enyl)pyridine COC1=NC=C(C(=C1)C=C(C)C)C